C(CCCCC(=O)O)(=O)O.CC(C)CCC[C@@H](C)[C@H]1CC[C@H]2[C@@H]3CC=C4C[C@@H](O)CC[C@]4(C)[C@H]3CC[C@]12C.CC(C)CCC[C@@H](C)[C@H]1CC[C@H]2[C@@H]3CC=C4C[C@@H](O)CC[C@]4(C)[C@H]3CC[C@]12C cholesterol hemiadipate